NC=1C=2N(C=CN1)C(=NC2C2=C(C=C(C(=O)NC1=NC=CC(=C1)C(F)(F)F)C=C2)F)[C@@]2(CC[C@@H]1N(C2)C(OC1)=O)C 4-{8-amino-3-[(6R,8aS)-6-methyl-3-oxohexahydro[1,3]oxazolo[3,4-a]pyridin-6-yl]imidazo[1,5-a]pyrazin-1-yl}-3-fluoro-N-[4-(trifluoromethyl)pyridin-2-yl]benzamide